N,N,3,6,9-Pentamethyldecahydro-12H-3,12-epoxypyrano[4,3-j][1,2]benzodioxepin-10-amine CN(C1C(C2CCC(C3CCC4(OOC32C(O1)O4)C)C)C)C